N,6-dimethyl-2-(trifluoromethyl)-5,7-dihydro-4H-benzothiophen-6-amine hydrochloride Cl.CNC1(CC2=C(C=C(S2)C(F)(F)F)CC1)C